CC1(CCC1)N(C(OC(C)(C)C)=O)CC=1C=C2C(NCC2=C(C1)SC)=O tert-butyl N-(1-methylcyclobutyl)-N-{[7-(methylsulfanyl)-3-oxo-1,2-dihydroisoindol-5-yl]methyl}carbamate